1-hexyl-pseudouridine triphosphate P(O)(=O)(OP(=O)(O)OP(=O)(O)O)OC[C@@H]1[C@H]([C@H]([C@@H](O1)C1=CN(C(=O)NC1=O)CCCCCC)O)O